ClC1=C(C=CC=C1)NC=1C=C2C(=CN1)N(N=C2)C=2C=C(SC2)C(=O)NC 4-(5-((2-chlorophenyl)amino)-1H-pyrazolo[3,4-c]pyridin-1-yl)-N-methylthiophene-2-carboxamide